(E)-methyl-2-methoxy-5-(3-(4-methylpiperazin-1-yl)-3-oxoprop-1-en-1-yl)benzoate COC(C1=C(C=CC(=C1)\C=C\C(=O)N1CCN(CC1)C)OC)=O